CC=1C=C(C(=O)OC2=C(C(=CC(=C2)Br)C=NC=2C=NC=CC2)OC(C(C)C)=O)C=CC1 5-bromo-2-(isobutyryl-oxy)-3-((pyridin-3-yl-imino)methyl)phenyl 3-methylbenzoate